ClC1=C(C=CC=C1)C1=C(C=CC=C1)C1=NC(=C2N(C(N(C2=N1)CC1=CC=C(C=C1)C=1N(C=C(N1)C(F)(F)F)C)=N)C)C 2-(2'-chloro-[1,1'-biphenyl]-2-yl)-6,7-dimethyl-9-(4-(1-methyl-4-(trifluoromethyl)-1H-imidazol-2-yl)benzyl)-7,9-dihydro-8H-purin-8-imine